(R)-N-(4-(4-(1-methyl-1H-1,2,3-triazol-5-yl)phenyl)-5,6,7,8-tetrahydroisoquinolin-8-yl)propionamide CN1N=NC=C1C1=CC=C(C=C1)C1=CN=CC=2[C@@H](CCCC12)NC(CC)=O